5-(2-(2-oxa-6-azaspiro[3.3]heptan-6-yl)ethyl)-N-(bicyclo[1.1.1]pentan-1-yl)-2-cyclobutyl-8-hydroxy-6-oxo-5,6-dihydropyrido[2,3-b]pyrazine-7-carboxamide C1OCC12CN(C2)CCN2C(C(=C(C=1C2=NC=C(N1)C1CCC1)O)C(=O)NC12CC(C1)C2)=O